C[C@@H]1O[C@@H](CN(C1)C1=CC=C(C=C1)NC1=NC=C(C(=N1)OCC1CC2(CN(C2)C(C)=O)C1)F)C 1-(6-(((2-((4-((2S,6R)-2,6-dimethylmorpholino)phenyl)amino)-5-fluoropyrimidin-4-yl)oxy)methyl)-2-azaspiro[3.3]heptan-2-yl)ethan-1-one